ClC1=NC=C(C=C1OCC1=C2C(N(C(C2=CC(=C1)F)=O)CC1=CC=C(C=C1)OC)(C)C)F 4-{[(2-chloro-5-fluoropyridin-3-yl)oxy]methyl}-6-fluoro-2-[(4-methoxyphenyl)methyl]-3,3-dimethyl-2,3-dihydro-1H-isoindol-1-one